sinapyl-agmatine C(\C=C\C1=CC(OC)=C(O)C(OC)=C1)NCCCCNC(N)=N